N-(trifluoromethylsulfonyloxy)-7-oxabicyclo[2.2.1]-hept-5-ene-2,3-dicarboximide FC(S(=O)(=O)ON1C(=O)C2C3C=CC(C2C1=O)O3)(F)F